(E)-N-(5-((4-(1H-pyrrolo[2,3-b]pyridin-1-yl)pyrimidin-2-yl)amino)-2-(dimethylamino)-4-methoxyphenyl)-4-(dimethylamino)but-2-enamide N1(C=CC=2C1=NC=CC2)C2=NC(=NC=C2)NC=2C(=CC(=C(C2)NC(\C=C\CN(C)C)=O)N(C)C)OC